ClC1=CC=C(C=C1)C#CC=1C=CC=C2C=CC=C(C12)N 8-p-chlorophenylethynyl-naphthylamine